7-(tetrahydro-furan-3-yl)-1H-pyrazolo[4,3-b]pyridine O1CC(CC1)C1=C2C(=NC=C1)C=NN2